CC1(COB(O1)C=1C=CC2=C(N(CO2)CC)C1)C 5-(5,5-dimethyl-1,3,2-dioxaborolan-2-yl)-3-ethyl-1,3-benzoxazole